OC(C#CC1=NNC=2N=CN(C(C21)=O)C)(C)C 3-(3-hydroxy-3-methylbut-1-yn-1-yl)-5-methyl-1,5-dihydro-4H-pyrazolo[3,4-d]Pyrimidin-4-one